2-[(2-aminoethyl)amino]-ethanesulfonic acid NCCNCCS(=O)(=O)O